COC=1C=C2C=CN3C(C2=CC1OC)=CN=N3 8,9-Dimethoxy-[1,2,3]triazolo[5,1-a]isoquinoline